3-(4-(4-amino-piperidin-1-yl)-3-(3,5-difluoro-phenyl)-quinolin-6-yl)-2-hydroxybenzonitrile NC1CCN(CC1)C1=C(C=NC2=CC=C(C=C12)C=1C(=C(C#N)C=CC1)O)C1=CC(=CC(=C1)F)F